C1(CC1)N1N=CC(=C1)NC1=NC=C(C(=N1)C1=CC2CCC(C1)N2C(=O)NCC(F)(F)F)C 3-(2-((1-Cyclopropyl-1H-pyrazol-4-yl)amino)-5-methylpyrimidin-4-yl)-N-(2,2,2-trifluoroethyl)-8-azabicyclo[3.2.1]oct-2-ene-8-carboxamide